O=C1NC(CCC1N1C(C2=CC(=C(C=C2C1=O)F)N1CCC(CC1)CCO)=O)=O 2-(2,6-dioxopiperidin-3-yl)-5-fluoro-6-(4-(2-hydroxyethyl)piperidin-1-yl)isoindole-1,3-dione